4-deuterio-8-methyl-N-[[4-(methylamino)-2-methylsulfanyl-pyrimidin-5-yl]methyl]-2,3-dihydro-1H-quinolin-4-amine [2H]C1(CCNC2=C(C=CC=C12)C)NCC=1C(=NC(=NC1)SC)NC